2-(1-chloroethyl)-3,4-difluoroaniline ClC(C)C1=C(N)C=CC(=C1F)F